benzyl (2R,3S)-2-methyl-3-morpholin-4-ylazetidin-1-carboxylate C[C@H]1N(C[C@@H]1N1CCOCC1)C(=O)OCC1=CC=CC=C1